N-[(6-amino-1,5-naphthyridin-3-yl)methyl]-N-(2-methanesulfonylphenyl)-6-(trifluoro-methyl)pyridine-3-carboxamide NC=1N=C2C=C(C=NC2=CC1)CN(C(=O)C=1C=NC(=CC1)C(F)(F)F)C1=C(C=CC=C1)S(=O)(=O)C